2'-acetoxy-3'-bromo-5'-methoxycarbonyloxyadenosine C(C)(=O)O[C@@]1([C@@H](O[C@@H]([C@]1(O)Br)C(O)OC(=O)OC)N1C=NC=2C(N)=NC=NC12)O